C(C1=CC=CC=C1)C=1SC2=C(C(=CC(N2C1C(=O)O)=O)CC1=CC=CC2=CC=CC=C12)C1CC1 8-benzyl-5-cyclopropyl-4-[(1-naphthyl)methyl]-2-oxo-7-thia-1-azabicyclo[4.3.0]non-3,5,8-triene-9-carboxylic acid